BrC1=CC(=C2C(=NC=NC2=C1)NC=1C(=C2C=CC=NC2=CC1)F)OC(C)C1N(CCOC1)C(=O)OC(C)(C)C tert-butyl 3-(1-((7-bromo-4-((5-fluoroquinolin-6-yl)amino)quinazolin-5-yl)oxy)ethyl)morpholine-4-carboxylate